C(#C)C1(CS(C1)=O)O 3-ethynyl-3-hydroxythietan-1-oxide